4-(tertiary butyl)-2-(tertiary amyl)phenol C(C)(C)(C)C1=CC(=C(C=C1)O)C(C)(C)CC